OC=1C(=O)OCCC1 hydroxypentenolide